COC=1C=C(C=CC1OC)[C@@]12CCN([C@H]2CCCC1)C (3aS,7aS)-3a-(3,4-dimethoxyphenyl)-1-methyloctahydro-1H-indole